C1(=CC=CC=C1)C1(C2=CC=CC=C2C=2C=C(C=[SiH]C12)B(O)O)C1=CC=CC=C1 9,9-diphenylsilafluorene-3-boronic acid